C(C)(=O)N[C@H]1C[C@H](CCC1)C(=O)NC1=NC=CC(=C1)C1=C2N(N=C1)CC(C2)(C)C (1s,3r)-3-acetamido-N-(4-(5,5-dimethyl-5,6-dihydro-4H-pyrrolo[1,2-b]pyrazol-3-yl)pyridin-2-yl)cyclohexanecarboxamide